N-(6-(2H-1,2,3-triazol-2-yl)-5-(trifluoromethyl)pyridin-3-yl)-2-chloro-4-(3-ethynylpyridine-4-yl)-5-fluorobenzamide N=1N(N=CC1)C1=C(C=C(C=N1)NC(C1=C(C=C(C(=C1)F)C1=C(C=NC=C1)C#C)Cl)=O)C(F)(F)F